5,6-dichloro-1'-(2-hydroxyacetyl)-7-methyl-1H-spiro[indole-3,3'-pyrrolidin]-2-one ClC=1C=C2C(=C(C1Cl)C)NC(C21CN(CC1)C(CO)=O)=O